Methyl (S)-3-(4-((1-((4-(1H-indol-2-yl)phenyl)amino)-4-methyl-1-oxopentan-2-yl)amino)benzamido)propanoate N1C(=CC2=CC=CC=C12)C1=CC=C(C=C1)NC([C@H](CC(C)C)NC1=CC=C(C(=O)NCCC(=O)OC)C=C1)=O